C(C)SC=1C(=NC=C(C1)Br)C#N 3-(ethylthio)-5-bromopyridinecarbonitrile